4-(3-(2-chloroacetyl)-2,5-dimethyl-1H-pyrrol-1-yl)-2-fluorobenzonitrile ClCC(=O)C1=C(N(C(=C1)C)C1=CC(=C(C#N)C=C1)F)C